C(CC)C(CO)(C(CCC)O)CCCCC 2-propyl-2-pentyl-1,3-hexanediol